5-(3-acetamido-1-methyl-pyrazol-4-yl)-6-chloro-pyridine-3-carboxylate C(C)(=O)NC1=NN(C=C1C=1C=C(C=NC1Cl)C(=O)[O-])C